3-(3-(4-((4-(2-methoxy-3-vinylphenyl)piperazin-1-yl)methyl)phenyl)-5-phenyl-3H-imidazo[4,5-b]pyridin-2-yl)pyridin-2-amine COC1=C(C=CC=C1C=C)N1CCN(CC1)CC1=CC=C(C=C1)N1C(=NC=2C1=NC(=CC2)C2=CC=CC=C2)C=2C(=NC=CC2)N